N-(fluoromethyl)-N,N-dimethylcyclopropylammonium iodide [I-].FC[N+](C)(C)C1CC1